(5-(5-(2-(cyclopropanecarboxamido)imidazo[1,2-a]pyridin-5-yl)-2-methylphenyl)furan-2-yl)phosphonic acid C1(CC1)C(=O)NC=1N=C2N(C(=CC=C2)C=2C=CC(=C(C2)C2=CC=C(O2)P(O)(O)=O)C)C1